tert-Butyl 5-(4-bromophenyl)hexahydropyrrolo[3,4-c]pyrrole-2(1H)-carboxylate BrC1=CC=C(C=C1)N1CC2C(C1)CN(C2)C(=O)OC(C)(C)C